6-(3-chloro-7,8-dimethyl-[1,2,4]triazolo[4,3-b]pyridazin-6-yl)-3-(trifluoromethyl)-5,6,7,8-tetrahydro-1,6-naphthyridine ClC1=NN=C2N1N=C(C(=C2C)C)N2CC=1C=C(C=NC1CC2)C(F)(F)F